6-hydroxy-1-methyl-indolin-2-one OC1=CC=C2CC(N(C2=C1)C)=O